(7-chloro-2,6-naphthyridin-3-yl)acetamide ClC1=NC=C2C=C(N=CC2=C1)CC(=O)N